ClC1=C(C(=O)N[C@@]2(CCC3=NC4=C(N3C2)C=C(C(=C4)C)C)C4=CC=CC=C4)C=CC(=C1)N1C=NN=C1 2-chloro-N-[(2S)-7,8-dimethyl-2-phenyl-1,2,3,4-tetrahydropyrido[1,2-a]benzimidazol-2-yl]-4-(4H-1,2,4-triazol-4-yl)benzamide